α-(methoxycarbonyl)benzyl acrylate C(C=C)(=O)OC(C1=CC=CC=C1)C(=O)OC